(5R)-2-(4-ethyl-2-fluorophenyl)-5-methyl-N-[(3S)-9-fluoro-2-oxo-5-phenyl-1,3-dihydro-1,4-benzodiazepine-3-yl]-6,7-dihydro-5H-pyrazolo[5,1-b][1,3]Oxazine-3-carboxamide C(C)C1=CC(=C(C=C1)C1=NN2C(O[C@@H](CC2)C)=C1C(=O)N[C@@H]1C(NC2=C(C(=N1)C1=CC=CC=C1)C=CC=C2F)=O)F